CC1=CC2=C(N=C(O2)[C@H]2N(CCC3=C2N=CN3)C(=O)C=3OC(=NN3)C3=NC=CC=C3)C=C1 (S)-(4-(6-methylbenzo[d]oxazol-2-yl)-6,7-dihydro-1H-imidazo[4,5-c]pyridin-5(4H)-yl)(5-(pyridin-2-yl)-1,3,4-oxadiazol-2-yl)methanone